3-aminopropyl-(methyl)(dimethoxy)silane NCCC[Si](OC)(OC)C